undecyl 4-(oxiran-2-yl)butanoate O1C(C1)CCCC(=O)OCCCCCCCCCCC